(R)-9-(2-(3-(2-(2H-Tetrazol-5-yl)ethyl)-3-aminopyrrolidin-1-yl)-4-chloro-6-ethylbenzyl)-9H-Purin-6-amin N=1NN=NC1CC[C@@]1(CN(CC1)C1=C(CN2C3=NC=NC(=C3N=C2)N)C(=CC(=C1)Cl)CC)N